(±)-N-(3-cyano-4-(trifluoromethyl)phenyl)-1-fluoro-6,7,8,9-tetrahydro-5H-5,8-epiminocyclohepta[c]pyridine-10-carboxamide C(#N)C=1C=C(C=CC1C(F)(F)F)NC(=O)N1C2CCC1CC=1C(=NC=CC12)F